3-Hydroxy-8-methoxy-2,9-dimethyl-6H-benzo[c]chromen-6-one OC1=C(C=C2C3=C(C(OC2=C1)=O)C=C(C(=C3)C)OC)C